3-(benzyloxy)-1'-methylspiro[cyclohexane-1,4'-isochroman] C(C1=CC=CC=C1)OC1CC2(COC(C3=CC=CC=C23)C)CCC1